C(CCCCCCCC=CC=CC=CCCCC)O eleostearyl alcohol